{4-[(5,6-diphenylpyrazin-2-yl)(propan-2-yl)amino]butoxy}acetic acid C1(=CC=CC=C1)C=1N=CC(=NC1C1=CC=CC=C1)N(CCCCOCC(=O)O)C(C)C